((8-(benzyloxy)-2,6,6,9-tetramethyl-6H-benzo[c]chromen-3-yl)oxy)(tert-butyl)dimethylsilane C(C1=CC=CC=C1)OC=1C(=CC2=C(C(OC3=CC(=C(C=C23)C)O[Si](C)(C)C(C)(C)C)(C)C)C1)C